(3S,4R)-3-fluoro-1-[4-({8-[(2R,3S)-3-(methanesulfonyl-methyl)-2-methylazetidin-1-yl]-5-(propan-2-yl)-2,6-naphthyridin-3-yl}amino)pyrimidin-2-yl]-3-methyl-piperidin-4-ol F[C@]1(CN(CC[C@H]1O)C1=NC=CC(=N1)NC=1N=CC2=C(C=NC(=C2C1)C(C)C)N1[C@@H]([C@H](C1)CS(=O)(=O)C)C)C